N-(4-(4-(4-(((2R,4R)-2-(2,4-dichlorophenyl)-2-methyl-1,3-dioxolan-4-yl)methoxy)phenyl)piperazin-1-yl)phenyl)-4-hydroxybenzamide ClC1=C(C=CC(=C1)Cl)[C@@]1(OC[C@H](O1)COC1=CC=C(C=C1)N1CCN(CC1)C1=CC=C(C=C1)NC(C1=CC=C(C=C1)O)=O)C